6-fluoro-2-methylquinazolin-4(3H)-one FC=1C=C2C(NC(=NC2=CC1)C)=O